trichlorot-butyl-o-di-t-butyl-p-methylphenyl-vanadium Cl[V](C1(C(C=C(C=C1)C)C(C)(C)C)C(C)(C)C)(C(C)(C)C)(Cl)Cl